ClC1=NC(=CN=C1)N\N=C/C=1NC(=C(C1C)CC)C (Z)-2-chloro-6-(2-((4-ethyl-3,5-dimethyl-1H-pyrrol-2-yl)methylene)hydrazineyl)pyrazine